NC1=C(C=C2C(C3=C(N4C2=C1OCC4)CN4C(C1=C(C=C43)[C@@](C(OC1)=O)(O)CC)=O)=O)F (S)-4-amino-9-ethyl-5-fluoro-9-hydroxy-1,2,12,15-tetrahydro-7H,13H-[1,4]oxazino[2,3,4-ij]pyrano[3',4':6,7]indolizino[2,1-b]quinoline-7,10,13(9H)-trione